1-(1-methyl-4-piperidyl)pyrrole-3-carboxylic acid CN1CCC(CC1)N1C=C(C=C1)C(=O)O